COC1=CC=C2C=CN=C(C2=C1)NC1=CC(=NC=C1)C(=O)NCC(N1CCCC1)C=1C=NC=CC1 4-((7-methoxyisoquinolin-1-yl)amino)-N-(2-(pyridin-3-yl)-2-(pyrrolidin-1-yl)ethyl)picolinamide